BrC/C=C/C1C2=CC=CC=C2SC=2C=CC(=CC12)C(F)(F)F (E)-9-(3-bromoprop-1-en-1-yl)-2-(trifluoromethyl)-9H-thioxanthene